(2S)-N-[4-(3-Anilino-5,7-dimethyl-4-oxo-4,5-dihydro-1H-pyrrolo[3,2-c]pyridin-2-yl)pyridin-2-yl]-2-(4-fluorophenyl)propenamid N(C1=CC=CC=C1)C1=C(NC2=C1C(N(C=C2C)C)=O)C2=CC(=NC=C2)NC(C(=C)C2=CC=C(C=C2)F)=O